C(\C=C(/C)\CCC[C@H](C)CCC[C@H](C)CCCC(C)C)OC[C@@H](OC\C=C(/C)\CCC[C@H](C)CCC[C@H](C)CCCC(C)C)COP(=O)(O)OCC[N+](C)(C)C 1,2-di-phytyl-sn-glycero-3-phosphorylcholine